FC(OC1=CC=C(C=C1)C=1C=C(N=NC1)NC1=NC(=NC=C1F)N1C[C@@H](O[C@H](C1)C)C)F 5-(4-(difluoromethoxy)phenyl)-N-(2-((2s,6s)-2,6-dimethylmorpholinyl)-5-fluoropyrimidin-4-yl)pyridazin-3-amine